BrC1=CC=2C(OCC3=NN(C=C3C3=C(C=C(C(NS(C(=C1OC)C2)(=O)=O)=C3)F)F)CC(F)F)=O 12-bromo-4-(2,2-difluoroethyl)-18,20-difluoro-13-methoxy-15,15-dioxo-8-oxa-15λ6-thia-4,5,16-triazatetracyclo[15.3.1.110,14.02,6]docosa-1(20),2,5,10(22),11,13,17(21),18-octaen-9-one